C(C)N1C=NC2=C1N=NC=C2C2=CC(=C(C=C2)F)C2=C(C=1N(C=C2)C(=NN1)C1CC(OCC1)C)OC 7-Ethyl-4-(4-fluoro-3-(8-methoxy-3-(2-methyltetrahydro-2H-pyran-4-yl)-[1,2,4]triazolo[4,3-a]pyridin-7-yl)phenyl)-7H-imidazo[4,5-c]pyridazine